(R)-N-((5,5-Difluoro-1-(3-methyl-6-(pyrazin-2-ylamino)pyridine-2-carbonyl)piperidin-2-yl)methyl)acetamide FC1(CC[C@@H](N(C1)C(=O)C1=NC(=CC=C1C)NC1=NC=CN=C1)CNC(C)=O)F